tert-butyl 8-formyl-2,3-dihydrobenzo[f][1,4]oxazepin-4(5H)-carboxylate C(=O)C1=CC2=C(CN(CCO2)C(=O)OC(C)(C)C)C=C1